COC1=CC=C(C=C1)CCN1C(=NC=2N(C(N(C(C12)=O)C)=O)C)SC(C(=O)O)CC 2-[[2,3,6,7-tetrahydro-7-[2-(4-methoxyphenyl)ethyl]-1,3-dimethyl-2,6-dioxo-1H-purin-8-yl]thio]-butaneoic acid